3,4-dichloropicolinonitrile ClC=1C(=NC=CC1Cl)C#N